CC1(OC2=C(C(=C(C(=C2CC1)C)O)C)C)C methyl-2,5,7,8-tetramethyl-chroman-6-ol